FC1=C(C=CC=C1CC=1C(OC2=CC(=CC=C2C1C)OC1=NC=CC=C1F)=O)C=CNS(=O)=O N-[2-fluoro-3-[[7-[(3-fluoro-2-pyridinyl)oxy]-4-methyl-2-oxo-chromen-3-yl]methyl]phenyl]vinylsulfonamide